(S)-3-((2,2-difluoro-1-hydroxy-7-(methylsulfonyl)-2,3-dihydro-1H-inden-4-yl)oxy)-5-fluorobenzonitrile FC1([C@H](C2=C(C=CC(=C2C1)OC=1C=C(C#N)C=C(C1)F)S(=O)(=O)C)O)F